(3R,10S)-7-((2S,5R)-4-acryloyl-2,5-dimethylpiperazin-1-yl)-9-chloro-3-((4-methylpiperazin-1-yl)methyl)-10-(naphthalen-1-yl)-2,3-dihydro-5H-[1,4]oxazino[2,3,4-ij]quinazolin-5-one C(C=C)(=O)N1C[C@@H](N(C[C@H]1C)C1=NC(N2C3=C(C(=C(C=C13)Cl)C1=CC=CC3=CC=CC=C13)OC[C@H]2CN2CCN(CC2)C)=O)C